6-dihydro-pyrazolyl-coumarin N1NC(C=C1)C=1C=C2C=CC(OC2=CC1)=O